Ethyl 5-(difluoromethyl)-1-[(3R*)-1-{2-[(4-methoxyphenyl)methoxy]-5-(trifluoromethyl)phenyl}piperidin-3-yl]-1H-pyrazole-4-carboxylate FC(C1=C(C=NN1[C@H]1CN(CCC1)C1=C(C=CC(=C1)C(F)(F)F)OCC1=CC=C(C=C1)OC)C(=O)OCC)F |o1:7|